tert-butyl (S,E)-2-((3-(7-amino-2-((methoxycarbonyl)amino)-7-oxohept-5-enamido)-2-oxopyridin-1(2H)-yl)methyl)-7-isobutyl-1H-indole-1-carboxylate NC(/C=C/CC[C@@H](C(=O)NC=1C(N(C=CC1)CC=1N(C2=C(C=CC=C2C1)CC(C)C)C(=O)OC(C)(C)C)=O)NC(=O)OC)=O